N-(2-aminophenyl)-4-(3-(4-(((2-(3,4-difluorophenyl)cyclopropyl)amino)methyl)piperidin-1-yl)propyl)benzamide TFA salt OC(=O)C(F)(F)F.NC1=C(C=CC=C1)NC(C1=CC=C(C=C1)CCCN1CCC(CC1)CNC1C(C1)C1=CC(=C(C=C1)F)F)=O